COC(=O)C1=CC=C2/C(/C(NC2=C1)=O)=C(\C1=CC=CC=C1)/NC1=CC=C(C=C1)N(C(CN1CCN(CC1)C)=O)C.ClC1=NC(=CC=C1)OCCOC 2-chloro-6-(2-methoxy-ethoxy)pyridine methyl-(Z)-3-(((4-(N-methyl-2-(4-methylpiperazin-1-yl)acetamido)phenyl)amino)(phenyl)methylene)-2-oxoindoline-6-carboxylate